BrC1=NC=CC=C1OC1(CC1)C(=O)OC Methyl 1-[(2-bromopyridin-3-yl)oxy]cyclopropane-1-carboxylate